(R)-3-((5-chloro-4-((2-(ethylsulfonyl)phenyl)amino)pyrimidin-2-yl)amino)pyrrolidin ClC=1C(=NC(=NC1)N[C@H]1CNCC1)NC1=C(C=CC=C1)S(=O)(=O)CC